4-bromo-N-((2-chlorophenyl)carbamoyl)-2-fluorobenzamide BrC1=CC(=C(C(=O)NC(NC2=C(C=CC=C2)Cl)=O)C=C1)F